C=1(C(=C(C(=CC1)C)CO)CO)C p-xylenedimethanol